methyl 13-(2-methoxyphenyl)-10-oxo-7-thia-9,12-diazatricyclo[6.5.0.02,6]-trideca-1(8),2(6),12-triene-4-carboxylate COC1=C(C=CC=C1)C1=NCC(NC=2SC=3CC(CC3C12)C(=O)OC)=O